C(C)C1=NN=C2N1C1=C(C(=C(C=C1NC2(C)C)F)C=2C=C(C=C1C(=CNC21)C#CC)F)F 1-ethyl-7,9-difluoro-8-(5-fluoro-3-prop-1-ynyl-1H-indol-7-yl)-4,4-dimethyl-5H-[1,2,4]triazolo[4,3-a]quinoxaline